C[C@@H]1OC(OCC1)=O (S)-4-methyl-1,3-dioxan-2-one